3-(4-(2,6-dimethylphenyl)-6-((tetrahydro-2H-pyran-4-yl)ethynyl)pyridin-2-yl)propanoic acid CC1=C(C(=CC=C1)C)C1=CC(=NC(=C1)C#CC1CCOCC1)CCC(=O)O